BrC=1C=C(C=CC1C(F)(F)F)NC(=O)N1[C@@H]2CC[C@H]1CC=1C(=NC=CC12)F (5R,8S)-N-(3-bromo-4-(trifluoromethyl)phenyl)-1-fluoro-6,7,8,9-tetrahydro-5H-5,8-epiminocyclohepta[c]pyridine-10-carboxamide